C(C)C1(CCC(CC1)=O)C=O 1-ETHYL-4-OXOCYCLOHEXANECARBALDEHYDE